NCCC(=O)NCC1=CC=C(C=C1)CSC1=NC(=C(C(=C1C#N)CC)C#N)N(C)C 3-amino-N-(4-(((3,5-dicyano-6-(dimethylamino)-4-ethylpyridin-2-yl)thio)methyl)benzyl)propionamide